(R)-N-(2-cyano-7-(4-(methylcarbamoyl)phenyl)isoindolin-5-yl)-1-methylpiperidine-3-carboxamide C(#N)N1CC2=C(C=C(C=C2C1)NC(=O)[C@H]1CN(CCC1)C)C1=CC=C(C=C1)C(NC)=O